OC(=O)C(F)(F)F.N(=[N+]=[N-])[C@H]1C[C@H](N(C1)S(=O)(=O)C1=C(C=CC=C1)[N+](=O)[O-])C(=O)N(CCOCCOCCOCCNC)C (2S,4S)-4-azido-N-methyl-1-((2-nitrophenyl)sulfonyl)-N-(5,8,11-trioxa-2-azatridecan-13-yl)pyrrolidine-2-carboxamide TFA salt